CN1C(CC(CC1(C)C)OC(C(C(=O)OC1CC(N(C(C1)(C)C)C)(C)C)(CC1=CC(=C(C(=C1)C(C)(C)C)O)C(C)(C)C)CCCC)=O)(C)C Bis(1,2,2,6,6-pentamethyl-4-piperidinyl)-2-butyl-2-(4-hydroxy-3,5-di-tert.butylbenzyl)propanedioate